Cyclopentadienyl-tris(dimethylamino)zirconium C1(C=CC=C1)[Zr](N(C)C)(N(C)C)N(C)C